COC(=O)C1(CC2=C(C(=CC(=C2C1)C)CCCP(=O)(C1=CC=CC=C1)C1=CC=CC=C1)C)C(=O)OC 6-(3-(diphenylphosphoryl)propyl)-4,7-dimethyl-1,3-dihydro-2H-indene-2,2-dicarboxylic acid dimethyl ester